(4-cyclopropyl-1H-imidazol-1-yl)-5-fluorobenzofuran-2-carboxylic acid C1(CC1)C=1N=CN(C1)C1=C(OC2=C1C=C(C=C2)F)C(=O)O